BrCC(C(F)(F)F)O 3-bromo-1,1,1-trifluoro-propan-2-ol